(R)-1-(4-(5-amino-3-(4-phenoxyphenyl)imidazo[1,5-c]pyrimidin-1-yl)-3,6-dihydropyridin-1(2H)-yl)-2-hydroxypropan-1-one NC1=NC=CC=2N1C(=NC2C=2CCN(CC2)C([C@@H](C)O)=O)C2=CC=C(C=C2)OC2=CC=CC=C2